C(#C)C1=CC(=NC=2N=C(N=CC21)NC2=CC=C(C=C2)N2CCN(CC2)C)NC(OC2CCCC2)=O cyclopentyl (5-ethynyl-2-((4-(4-methylpiperazin-1-yl)phenyl)amino)pyrido[2,3-d]pyrimidin-7-yl)carbamate